C1(CC1)NC(=O)C=1C=C(C2=C([C@H](CO2)C2=CC=CC=C2)C1)C(=O)NC (R)-N5-cyclopropyl-N7-methyl-3-phenyl-2,3-dihydrobenzofuran-5,7-dicarboxamide